ClC=1C=C(C(=NC1)OC=1C(=C(C=NC1)CC1=C(C(=NC=C1)NC([O-])=O)F)C)F N-[4-({5-[(5-chloro-3-fluoropyridin-2-yl)oxy]-4-methylpyridin-3-yl}methyl)-3-fluoropyridin-2-yl]carbamate